2-(1,2,3,4-tetrahydroisoquinolin-7-yl)-2H-indazole-7-carboxamide C1NCCC2=CC=C(C=C12)N1N=C2C(=CC=CC2=C1)C(=O)N